3-(2,2-difluoroethyl)-2-(2,6-dimethylpyridin-4-yl)-N-(1-isopropylpiperidin-4-yl)-1H-indole-5-carboxamide FC(CC1=C(NC2=CC=C(C=C12)C(=O)NC1CCN(CC1)C(C)C)C1=CC(=NC(=C1)C)C)F